ClC1=CC2=C(C=N1)C(=CN2)C 6-chloro-3-methyl-1H-pyrrolo[3,2-c]pyridine